N-(2-(3,5-difluoropyridin-2-yl)phenyl)-4-methoxybenzenesulfonamide FC=1C(=NC=C(C1)F)C1=C(C=CC=C1)NS(=O)(=O)C1=CC=C(C=C1)OC